(S)-(1-(4-(2-methyl-1H-imidazol-1-yl)pyrimidin-2-yl)piperidin-4-yl)(3-(pyrazin-2-yl)isoxazolidin-2-yl)methanone CC=1N(C=CN1)C1=NC(=NC=C1)N1CCC(CC1)C(=O)N1OCC[C@H]1C1=NC=CN=C1